COC(C(=O)OC)CC1=CC=C(C2=C1SC=C2)OC(C([2H])([2H])C=2N=C(OC2C)C2=CC=CC=C2)([2H])[2H] methyl 2-methoxy-3-(4-(2-(5-methyl-2-phenyloxazol-4-yl)ethoxy-1,1,2,2-d4)benzo[b]thiophen-7-yl)propanoate